bispinacol boronate B(O)O.OC(C)(C)C(C)(C)O.OC(C)(C)C(C)(C)O